C1(=CC=CC=C1)N=NC1=C(NC2=CC=CC=C12)O 3-phenyldiazenyl-1H-indol-2-ol